CO[C@H]1CC[C@H](CC1)COC1=C(C=C(C=C1)S(=O)(=O)NC(C1=CC=CC=C1)=O)[N+](=O)[O-] N-(4-((cis-4-methoxycyclohexyl)methoxy)-3-nitrophenylsulfonyl)benzamide